3-(10,11-dihydro-5H-dibenzo[a,d][7]annulen-5-yl)piperidine C1=CC=CC=2C(C3=C(CCC21)C=CC=C3)C3CNCCC3